COC1=CC=C(C=C1)N1N=C(NC1=O)[C@@H]1CN(CCC1)CCC1=CC=C(C=C1)NC(C)=O (S)-N-(4-(2-(3-(1-(4-methoxyphenyl)-5-oxo-4,5-dihydro-1H-1,2,4-triazol-3-yl)piperidin-1-yl)ethyl)phenyl)acetamide